3-Nitro-5-(3-(piperidine-1-carbonyl)pyrazolo[1,5-a]pyridin-7-yl)benzonitrile [N+](=O)([O-])C=1C=C(C#N)C=C(C1)C1=CC=CC=2N1N=CC2C(=O)N2CCCCC2